C(N(CC(=O)[O-])CC(=O)[O-])CN(CC(=O)[O-])CC(=O)[O-].[Pd+4] palladium edetate